N12CCCCCC2=NCCC1.[Li] lithium 1,8-diazabicyclo[5.4.0]undec-7-ene